1-(4-methoxy-naphthalene-1-yl)-2-(4-fluorophenyl)ethane butyl-(7E)-7,9-decadienoate C(CCC)OC(CCCCC\C=C\C=C)=O.COC1=CC=C(C2=CC=CC=C12)CCC1=CC=C(C=C1)F